3-methylimidazole hydrogensulfate salt S(=O)(=O)(O)O.CN1C=NC=C1